2,2-dimethylhydrazono-2-methylbutan-2-olate CN(N=CC(CC)([O-])C)C